2-ethylhexanolate C(C)C(C[O-])CCCC